ClC=1C=C(C=C2C3(C(NC12)=O)CC3)B3OC(C(O3)(C)C)(C)C 7'-chloro-5'-(4,4,5,5-tetramethyl-1,3,2-dioxaborolan-2-yl)spiro[cyclopropane-1,3'-indolin]-2'-one